N,N'-bis-(2-hydroxyethyl)ethylenediamine OCCNCCNCCO